(S)-1-(4-(7-(3-amino-2,5-difluoro-6-(trifluoromethyl)phenyl)-5,6,7,8-tetrahydroquinazolin-4-yl)piperazin-1-yl)prop-2-en-1-one NC=1C(=C(C(=C(C1)F)C(F)(F)F)[C@H]1CCC=2C(=NC=NC2C1)N1CCN(CC1)C(C=C)=O)F